CCCCCCCCCCCCCCCC(=O)[C@H](C)[NH3+] The molecule is a cationic sphingoid obtained by the protonation of the amino group of 1-deoxy-3-dehydrosphinganine; major species at pH 7.3. It is a cationic sphingoid and a Deoxysphingoid base. It is a conjugate acid of a 1-deoxy-3-dehydrosphinganine.